N-benzyL-N-methyl-2-[2-(3-trityloxypropoxy)ethoxy]ethanamine C(C1=CC=CC=C1)N(CCOCCOCCCOC(C1=CC=CC=C1)(C1=CC=CC=C1)C1=CC=CC=C1)C